2,3,4,6-tetrakis(5H-benzo[b]carbazol-5-yl)-5-(pyridin-4-yl)benzonitrile C1=C2C=3C=C4C(=CC3N(C2=CC=C1)C1=C(C#N)C(=C(C(=C1N1C2=CC=CC=C2C=2C=C3C(=CC12)C=CC=C3)N3C1=CC=CC=C1C=1C=C2C(=CC31)C=CC=C2)C2=CC=NC=C2)N2C3=CC=CC=C3C=3C=C1C(=CC23)C=CC=C1)C=CC=C4